ClC=1C=NN(C(C1Cl)=O)C(C(=O)O)CC 2-(4,5-dichloro-6-oxopyridazin-1(6H)-yl)butanoic acid